ClC1=C2C3=C(NC2=C(C=C1F)NC)N=CC(=C3N3CCOCC3)C=3C=C1C(C(=CN(C1=NC3)C)C(=O)O)=O 6-(5-chloro-6-fluoro-8-(methylamino)-4-morpholino-9H-pyrido[2,3-b]indol-3-yl)-1-methyl-4-oxo-1,4-dihydro-1,8-naphthyridine-3-carboxylic acid